2-Bromo-1-(bromomethyl)-4-fluoro-benzene BrC1=C(C=CC(=C1)F)CBr